NC[C@@H](CC(=O)O)CC(C)C (R)-3-(aminomethyl)-5-methylhexanoic acid